C(C)(=O)C1=NC=C(C(C1OC)=O)OC 2-acetyl-3,5-dimethoxypyridin-4-one